Cl\C=C(/C(F)F)\F E-1-chloro-2,3,3-trifluoro-1-propene